2-((5-(3-((3S,4R)-4-(3,4-difluorophenyl)-1-(2-methoxyethyl)pyrrolidin-3-yl)ureido)-4-methyl-1-phenyl-1H-pyrazol-3-yl)oxy)acetic acid FC=1C=C(C=CC1F)[C@H]1[C@@H](CN(C1)CCOC)NC(NC1=C(C(=NN1C1=CC=CC=C1)OCC(=O)O)C)=O